(2s,3r)-3-(2-(2-(4,4-difluorocyclohexyl)thiazol-4-yl)acetamido)-2-hydroxy-4-phenyl-N-(thiazol-2-ylmethyl)butanamide FC1(CCC(CC1)C=1SC=C(N1)CC(=O)N[C@@H]([C@@H](C(=O)NCC=1SC=CN1)O)CC1=CC=CC=C1)F